z-phenyl lactate C(C(O)C)(=O)OC1=CC=CC=C1